CS(=O)(=O)C1=C(C(=O)O)C=CC(=C1)C(F)(F)F 2-methylsulfonyl-4-(trifluoromethyl)benzoic acid